(R)-1,3-dimethyl-N-(2-(1-methylpiperidin-2-yl)-1H-pyrrolo[3,2-c]pyridin-6-yl)-4-oxo-3,4-dihydro-phthalazine-6-carboxamide CC1=NN(C(C2=CC(=CC=C12)C(=O)NC1=CC2=C(C=N1)C=C(N2)[C@@H]2N(CCCC2)C)=O)C